Cl.Cl.COC=1C=C2C(=NNC2=CC1)CCN(C(C)C)C N-(2-(5-methoxy-1H-indazol-3-yl)ethyl)-N-methylpropan-2-amine bis-hydrochloride